C(C)OC(=O)C1=CN(C2=NC(=C(C(=C2C1=O)C)F)Cl)C1=NC=NS1 7-chloro-6-fluoro-5-methyl-4-oxo-1-(1,2,4-thiadiazol-5-yl)-1,4-dihydro-1,8-naphthyridine-3-carboxylic acid ethyl ester